benzyl 3-(6-{[3-carbamoyl-6-(piperidin-1-yl)pyrazin-2-yl]amino}-3,4-dihydro-1H-isoquinolin-2-yl)azetidine-1-carboxylate C(N)(=O)C=1C(=NC(=CN1)N1CCCCC1)NC=1C=C2CCN(CC2=CC1)C1CN(C1)C(=O)OCC1=CC=CC=C1